4-(benzyloxy)-5-(1,3-dioxolan-2-yl)-2,3-difluorobenzoic acid C(C1=CC=CC=C1)OC1=C(C(=C(C(=O)O)C=C1C1OCCO1)F)F